p-toluenesulfonic chloride CC1=CC=C(C=C1)S(=O)(=O)Cl